O=C1CCC2COC3=C(N21)C=CC(=C3)S(=O)(=O)N3CCN(CC3)C(=O)OC(C)(C)C tert-Butyl 4-[(1-oxo-2,3,3a,4-tetrahydropyrrolo[2,1-c][1,4]benzoxazin-7-yl)sulfonyl]piperazine-1-carboxylate